ClC1=CC=C(C=C1)C=1C=C(C(N(N1)C1=CC=NN1C)=O)C(=O)N[C@H](CNS(=O)(=O)C)C (S)-6-(4-chlorophenyl)-2-(1-methyl-1H-pyrazol-5-yl)-N-(1-(methanesulfonamido)propan-2-yl)-3-oxo-2,3-dihydropyridazine-4-carboxamide